2-((R)-1-(4-fluorophenyl)ethylamino)-4-((1R,3S)-3-hydroxycyclohexylamino)pyrimidine-5-carboxamide FC1=CC=C(C=C1)[C@@H](C)NC1=NC=C(C(=N1)N[C@H]1C[C@H](CCC1)O)C(=O)N